(6-(4-((4-(1H-pyrazol-4-yl)phenyl)amino)pyrimidin-2-yl)-3,4-dihydroisoquinolin-2(1H)-yl)(3,3-difluorocyclobutyl)methanone N1N=CC(=C1)C1=CC=C(C=C1)NC1=NC(=NC=C1)C=1C=C2CCN(CC2=CC1)C(=O)C1CC(C1)(F)F